CC1=C(C=NC=2OCCNC21)NC2=C(C(NC=C2)=O)C(=O)OC methyl 4-((8-methyl-2,3-dihydro-1H-pyrido[2,3-b][1,4]oxazin-7-yl)amino)-2-oxo-1,2-dihydropyridine-3-carboxylate